C1(CC1)[C@@H]1NC2=C(C(N(C=3C=CC(=CC23)[N+](=O)[O-])C)=O)OCC1(F)F (S)-2-Cyclopropyl-3,3-difluoro-7-methyl-10-nitro-1,2,3,4-tetrahydro-[1,4]oxazepino[2,3-c]quinolin-6(7H)-one